FC=1C(=NC(=NC1)NC1=CC=C(C=N1)C1CCN(CC1)CCO)C=1C=C2C3(C(=NC2=C(C1)F)C)CCCC3 2-(4-(6-((5-fluoro-4-(7'-fluoro-2'-methylspiro[cyclopentane-1,3'-indol]-5'-yl)pyrimidin-2-yl)amino)pyridin-3-yl)piperidin-1-yl)ethanol